C(#N)C1CC(C1)(CC1=NN=CN1C)C=1C=C(C=CC1)NC(OC(C)(C)C)=O tert-butyl (3-((1r,3r)-3-cyano-1-((4-methyl-4H-1,2,4-triazol-3-yl)methyl)cyclobutyl)phenyl)carbamate